1,3-dicarboxy-5-adamantanol C(=O)(O)C12CC3(CC(CC(C1)C3)(C2)O)C(=O)O